5-{[5-(3-cyclopropyl-1,2,4-oxadiazol-5-yl)-4-{[(1S)-2-hydroxy-1-phenylethyl]amino}pyrimidin-2-yl]amino}-3,3-dimethyl-1,3-dihydro-2-benzofuran-1-one C1(CC1)C1=NOC(=N1)C=1C(=NC(=NC1)NC1=CC2=C(C(OC2(C)C)=O)C=C1)N[C@H](CO)C1=CC=CC=C1